rac-4-(((1R,3S)-3-Methoxycyclopentyl)amino)-N-(pyridin-2-yl)thieno[2,3-d]pyrimidine-2-carboxamide CO[C@@H]1C[C@@H](CC1)NC=1C2=C(N=C(N1)C(=O)NC1=NC=CC=C1)SC=C2 |r|